6-methyl-4-(3-methyl-1-((4-(piperidin-1-yl)bicyclo[2.2.2]oct-1-yl)methyl)-6,7-dihydro-1H-pyrazolo[4,3-c]pyridin-5(4H)-yl)-1H-pyrazolo[3,4-d]pyrimidine CC1=NC(=C2C(=N1)NN=C2)N2CC1=C(CC2)N(N=C1C)CC12CCC(CC1)(CC2)N2CCCCC2